1-(5-(5-fluoro-2-methoxypyridin-4-yl)-1H-pyrazole-3-carbonyl)-N-(1-oxaspiro[3.5]non-7-yl)piperidine-4-carboxamide FC=1C(=CC(=NC1)OC)C1=CC(=NN1)C(=O)N1CCC(CC1)C(=O)NC1CCC2(CCO2)CC1